FC=1C(=NC=C(C(=O)OC)C1)O[C@@H]1C[C@]2(N(C=3C(=NN=C(C3)C3=C(C(=CC=C3)F)OC)NC2)C1)CF methyl 5-fluoro-6-(((6aR,8R)-2-(3-fluoro-2-methoxyphenyl)-6a-(fluoromethyl)-5,6,6a,7,8,9-hexahydropyrrolo[1',2':4,5]pyrazino[2,3-c]pyridazin-8-yl)oxy)nicotinate